O=C1NCCC1(C=1OC(=NN1)C1=NC=CC=C1NC1=CC=C(C=C1)C(F)(F)F)CC(=O)N 2-(2-oxo-3-(5-(3-((4-(trifluoromethyl)phenyl)amino)pyridin-2-yl)-1,3,4-oxadiazol-2-yl)pyrrolidin-3-yl)acetamide